tert-butyl (2-(((S)-1-((2S,4R)-4-hydroxy-2-((4-(4-methylthiazol-5-yl)benzyl)carbamoyl)pyrrolidin-1-yl)-3,3-dimethyl-1-oxobutan-2-yl)amino)-2-oxoethyl)carbamate O[C@@H]1C[C@H](N(C1)C([C@H](C(C)(C)C)NC(CNC(OC(C)(C)C)=O)=O)=O)C(NCC1=CC=C(C=C1)C1=C(N=CS1)C)=O